5-(5-(3-benzyl-1-((2-(methyl-d3)-2H-1,2,3-triazol-4-yl)sulfonyl)pyrrolidin-3-yl)-6-methyl-1H-indazol-1-yl)-1-methylpyridin-2(1H)-one C(C1=CC=CC=C1)C1(CN(CC1)S(=O)(=O)C1=NN(N=C1)C([2H])([2H])[2H])C=1C=C2C=NN(C2=CC1C)C=1C=CC(N(C1)C)=O